Ethyl 1-amino-4-(3-methoxy-2-methylphenyl)-3-(4-methoxypyridin-2-yl)-1H-pyrrole-2-carboxylate NN1C(=C(C(=C1)C1=C(C(=CC=C1)OC)C)C1=NC=CC(=C1)OC)C(=O)OCC